C(C(C)C)[C@H]1C(N(CCN1)[C@H](C(=O)N1CCC(CC1)(C(=O)OCC)C)CC(C)C)=O Ethyl 1-{(S)-2-[(S)-3-isobutyl-2-oxo-1-piperazinyl]-4-methylvaleryl}-4-methyl-4-piperidinecarboxylate